((R)-4-amino-7-fluoro-3-methyl-1,3-dihydrofuro[3,4-c]quinolin-8-yl)((3R,5S)-3-methyl-5-(2-methylbenzo[d]thiazol-6-yl)morpholinyl)methanone NC1=NC=2C=C(C(=CC2C2=C1[C@H](OC2)C)C(=O)N2[C@@H](COC[C@@H]2C2=CC1=C(N=C(S1)C)C=C2)C)F